C(C=1C(N)=CC=CC1)(=O)OC\C=C(\C)/CCC=C(C)C neryl anthranilate